NN1C(=NN=C1S)NN 4-Amino-3-hydrazino-5-mercapto-1,2,4-triazole